azodipropaneamine N(=NCCCN)CCCN